4,4-bis(((E)-hept-2-en-1-yl)oxy)butyronitrile C(\C=C\CCCC)OC(CCC#N)OC\C=C\CCCC